N(=[N+]=[N-])CCCCNC(COC1=C2C(N(C(C2=CC=C1)=O)C1C(NC(CC1)=O)=O)=O)=O N-(4-azidobutyl)-2-((2-(2,6-dioxopiperidin-3-yl)-1,3-dioxoisoindolin-4-yl)oxy)acetamide